S1CCC1 thiaetidine